COC1=NC=C(C2=CC=CC=C12)C(C)=O 1-(1-methoxy-4-isoquinolinyl)ethanone